phenyl-triethoxysilane C1(=CC=CC=C1)[Si](OCC)(OCC)OCC